(6-Bromopyridin-3-yl)propionic acid BrC1=CC=C(C=N1)C(C(=O)O)C